BrC=1C=C(C=O)C=C(C1)[N+](=O)[O-] 3-bromo-5-nitrobenzaldehyde